O.O.CCO.CCO.CCO tris(2-ethanol)-dihydrate